(6R)-6-[(tert-butyldiphenylsilyl)oxy]-4-(4,6-dichloro-1,3,5-triazin-2-yl)-1,4-oxazepane [Si](C1=CC=CC=C1)(C1=CC=CC=C1)(C(C)(C)C)O[C@@H]1CN(CCOC1)C1=NC(=NC(=N1)Cl)Cl